1-(2,2-diethylcyclopropyl)4-methoxybenzene C(C)C1(C(C1)C1=CC=C(C=C1)OC)CC